2-(3-(5-(7,8-dimethyl-[1,2,4]triazolo[1,5-a]pyridin-6-yl)-4-isopropyl-3-methyl-6H-thieno[2,3-b]pyrrol-2-yl)pyrrolidin-1-yl)acetamide CC1=C(C=2N(C=C1C1=C(C3=C(N1)SC(=C3C)C3CN(CC3)CC(=O)N)C(C)C)N=CN2)C